9,10-bis(2-hydroxyethyl-methoxy)anthracene OCCCOC=1C2=CC=CC=C2C(=C2C=CC=CC12)OCCCO